diethyl ((((3S,4R)-4-((7-(5-(1-(difluoromethyl)cyclopropyl)pyridin-2-yl)-5-fluoropyrrolo[2,1-f][1,2,4]triazin-2-yl)amino)tetrahydro-2H-pyran-3-yl)oxy)methyl)phosphonate FC(C1(CC1)C=1C=CC(=NC1)C1=CC(=C2C=NC(=NN21)N[C@H]2[C@@H](COCC2)OCP(OCC)(OCC)=O)F)F